C1(CCCCC1)C1(NSC=C1)N 3-cyclohexylisothiazol-amine